2,4,5,6-tetrahydro-1H-cyclobuta[f]indene C1CC=2C1=CC=1CCCC1C2